CN(C(=O)C=1C=NC(=CC1)C1=CC=C(C=C1)S(=O)(=O)[C@@H]1CC[C@H](CC1)NC1=CC=C(C=C1)S(F)(F)(F)(F)F)C N,N-dimethyl-6-(4-{[trans-4-{[4-(pentafluoro-λ6-sulfanyl)phenyl]Amino}cyclohexyl]sulfonyl}phenyl)pyridine-3-carboxamide